1-(6-(3,3-difluorobutyl)-3-(4-(2-methoxyethoxy)phenyl)pyrazin-2-yl)piperidine-4-carboxylic acid FC(CCC1=CN=C(C(=N1)N1CCC(CC1)C(=O)O)C1=CC=C(C=C1)OCCOC)(C)F